C(#N)C1=CC=2N(N=C1)C(=CC2)C2=NC=C(C(=O)NC[C@H](C(C)(C)O)F)C(=C2)NC2CCC(CC2)C#C 6-(3-Cyanopyrrolo[1,2-b]pyridazin-7-yl)-4-(((1R,4R)-4-ethynylcyclohexyl)amino)-N-((R)-2-fluoro-3-hydroxy-3-methylbutyl)nicotinamide